NC1=NC(=CC2=C1C(NN=C2)=O)Cl 5-Amino-7-chloropyrido[3,4-d]pyridazin-4(3H)-one